C(CC)CP(O)(O)=O propyl-methylphosphonic acid